ClC1=CC(=C(C(=O)O)C=C1S(N)(=O)=O)NCC=1OC=CC1 4-chloro-2-(furan-2-ylmethylamino)-5-sulfamoyl-benzoic acid